OCC1=CC=C(CNC(OC(C)(C)C)=O)C=C1 tert-butyl 4-(hydroxymethyl)benzylcarbamate